5-(2-methyl-[1,2,4]triazolo[1,5-a]pyridin-6-yl)-2-{3-[(3S)-3-(propan-2-yl)piperazin-1-yl]-1,2,4-triazin-6-yl}phenol CC1=NN2C(C=CC(=C2)C=2C=CC(=C(C2)O)C2=CN=C(N=N2)N2C[C@@H](NCC2)C(C)C)=N1